1-ethynyl-cycloheptan-1-ol C(#C)C1(CCCCCC1)O